C(CCC=CC(=O)O)(=O)O hexa-4-ene-dioic acid